(4r,5s,7r,8r,9s,10r)-4-((2,3-difluoro-6-hydroxybenzyl)amino)-7-(hydroxymethyl)-9-(4-(3,4,5-trifluorophenyl)-1H-1,2,3-triazol-1-yl)-1,6-dioxaspiro[4.5]decan-8,10-diol FC1=C(CN[C@@H]2CCO[C@]23O[C@@H]([C@@H]([C@@H]([C@H]3O)N3N=NC(=C3)C3=CC(=C(C(=C3)F)F)F)O)CO)C(=CC=C1F)O